N1(N=NC(=C1)CCCCCCC(=O)O)CCCCCCC(=O)O 7,7'-(1H-1,2,3-Triazole-1,4-diyl)diheptanoic acid